FC(OC=1C=C(C=C(C1)C1=CN=C2N1C=CC(=C2)C=2C=NN(C2)CC(C)(C)O)C2(CC2)S(=O)(=O)N)F (3-(difluoromethoxy)-5-(7-(1-(2-hydroxy-2-methylpropyl)-1H-pyrazol-4-yl)imidazo[1,2-a]pyridin-3-yl)phenyl)cyclopropanesulfonamide